N[C@@H]1[C@@H](OCC12CCN(CC2)C2=C(C(N(C(=N2)C)C2=C(C(=CC=C2)Cl)Cl)=O)C([2H])([2H])[2H])C 6-[(3S,4S)-4-amino-3-methyl-2-oxa-8-azaspiro[4.5]decan-8-yl]-3-(2,3-dichlorophenyl)-5-(2H3)methyl-2-methyl-3,4-dihydropyrimidin-4-one